3-chloro-3-methyl-butane ClC(CC)(C)C